(-)-5-[3-Oxo-3-[3-[4-[1-(trifluoromethyl)cyclopropyl]phenyl]azetidin-1-yl]propyl]pyrrolidin-2-one O=C(CCC1CCC(N1)=O)N1CC(C1)C1=CC=C(C=C1)C1(CC1)C(F)(F)F